COC[C@@]1(COC[C@@H](O1)COC1=CC=C(C=C1)C=1C=C(C(NC1C(F)(F)F)=O)C(=O)N)C 5-(4-(((2R,6R)-6-(methoxymethyl)-6-methyl-1,4-dioxan-2-yl)methoxy)phenyl)-2-oxo-6-(trifluoromethyl)-1,2-dihydropyridine-3-carboxamide